1-(2-tert-butoxypropoxy)butane C(C)(C)(C)OC(COCCCC)C